2,2-bis[4-(4-aminophenoxy)phenyl-3,5-dimethylphenyl]hexafluoropropane NC1=CC=C(OC2=CC=C(C=C2)C2=C(C=C(C=C2C)C)C(C(F)(F)F)(C(F)(F)F)C2=C(C(=CC(=C2)C)C)C2=CC=C(C=C2)OC2=CC=C(C=C2)N)C=C1